C1(CC1)C1=NOC(=N1)C(N1C[C@@H](N(C[C@H]1CC)C=1C2=C(N(C(N1)=O)C)C=CC(=N2)C#N)C)C2=CC=C(C=C2)F 4-((2S,5R)-4-((3-cyclopropyl-1,2,4-oxadiazol-5-yl)(4-fluorophenyl)methyl)-5-ethyl-2-methylpiperazin-1-yl)-1-methyl-2-oxo-1,2-dihydropyrido[3,2-d]pyrimidine-6-carbonitrile